N-iodomorpholine hydriodide I.IN1CCOCC1